4-bromo-N,N-bis(2-methylpropyl)-2-nitroaniline BrC1=CC(=C(N(CC(C)C)CC(C)C)C=C1)[N+](=O)[O-]